C(C)(C)(C)OC(N(C(=O)OC(C)(C)C)C1=NC=C(N=C1C1=CC(=NO1)C1=CC=C(C=C1)[N+](=O)[O-])Br)=O tert-butyl-(5-bromo-3-(3-(4-nitrophenyl)isoxazol-5-yl)pyrazin-2-yl)(tert-butoxycarbonyl)carbamic acid